(2-(1-(2-ethyl-6,7-dimethoxyquinazolin-4-yl)piperidin-4-yl)ethyl)phosphonic acid C(C)C1=NC2=CC(=C(C=C2C(=N1)N1CCC(CC1)CCP(O)(O)=O)OC)OC